C(C)(C)(C)N1N=NN=C1[C@H](NC1=CC=C(C=C1)C(F)(F)F)C1=CC=C(C=C1)F (R)-N-((1-(tert-butyl)-1H-tetrazol-yl)(4-fluorophenyl)methyl)-4-(trifluoromethyl)aniline